C[C@@H]1N(C[C@H](NC1)C)C1=NOC(=C1)[C@@H](C(=O)N1[C@@H](C[C@H](C1)O)C(=O)N[C@@H](C)C1=CC=C(C=C1)C1=C(N=CS1)C)C(C)C (2S,4R)-1-[(2S)-2-[3-[(2S,5R)-2,5-dimethylpiperazin-1-yl]isoxazol-5-yl]-3-methyl-butanoyl]-4-hydroxy-N-[(1S)-1-[4-(4-methylthiazol-5-yl)phenyl]ethyl]pyrrolidine-2-carboxamide